NC1=C(C=CC=C1)C=CC1=CC=CC=C1 aminostilben